2,4,7-trichloropyrido[3,2-d]pyrimidine ClC=1N=C(C2=C(N1)C=C(C=N2)Cl)Cl